[C+4].S(=O)(=O)([O-])[O-].[Ni+2].[N+](=O)([O-])[O-].[Cu+2] copper (II) nitrate nickel sulfate carbon